5-(piperidin-1-ylmethyl)furan-2-carboxylic acid ethyl ester C(C)OC(=O)C=1OC(=CC1)CN1CCCCC1